6-[(E)-2-(aminomethyl)-3-fluoro-allyloxy]-2-(2-oxo-2-pyrrolidin-1-yl-ethyl)-3,4-dihydroisoquinolin-1-one hydrochloride Cl.NC/C(/COC=1C=C2CCN(C(C2=CC1)=O)CC(N1CCCC1)=O)=C\F